FC(C(=O)O)(F)F.COC1=CC=C(C=C1)C1(CNC1)O 3-(4-methoxyphenyl)azetidine-3-ol trifluoroacetate